1H-pyrazole-3-carboxylic acid HCl salt Cl.N1N=C(C=C1)C(=O)O